OC=1C=C(C=C(C1O)O)CCCCC=C 6-(3,4,5-trihydroxyphenyl)-1-hexene